3-methyl-4-pentyl-3-(1H-pyrrol-2-yl)-[1,1'-biphenyl]-2,6-diol CC1(C(C(=C(C=C1CCCCC)O)C1=CC=CC=C1)O)C=1NC=CC1